[2-[6-[4-(4-tert-butoxycarbonylpiperazin-1-yl)phenyl]-4-fluoro-1-oxo-isoindolin-2-yl]-2-(6,7-dihydro-5H-pyrrolo[1,2-c]imidazol-1-yl)acetyl]lithium C(C)(C)(C)OC(=O)N1CCN(CC1)C1=CC=C(C=C1)C1=CC(=C2CN(C(C2=C1)=O)C(C(=O)[Li])C1=C2N(C=N1)CCC2)F